4-((1R,5S)-3,8-diazabicyclo[3.2.1]octan-3-yl)-8-fluoro-2-(((2R,7aS)-2-fluorotetrahydro-1H-pyrrolizin-7a(5H)-yl)methoxy)-7-(5-methyl-1H-indazol-4-yl)quinazoline [C@H]12CN(C[C@H](CC1)N2)C2=NC(=NC1=C(C(=CC=C21)C2=C1C=NNC1=CC=C2C)F)OC[C@]21CCCN1C[C@@H](C2)F